C(C1=CC=CC=C1)NC(/C=C/C(=O)N[C@@H](CC(C)C)OB(O)O)=O (R,E)-(1-(4-(benzylamino)-4-oxobut-2-enamido)-3-methylbutyl)boric acid